4-(4-fluoro-3-(3-((pyridin-4-ylmethyl)amino)azetidine-1-carbonyl)benzyl)phthalazin-1(2H)-one FC1=C(C=C(CC2=NNC(C3=CC=CC=C23)=O)C=C1)C(=O)N1CC(C1)NCC1=CC=NC=C1